ClC=1C=C(C(=O)O)C=C(C1)SC(C)C 3-chloro-5-(isopropylthio)benzoic acid